C(C)OC(=O)C=1C=NC2=C(C=CC=C2C1N(C)C)C1=CC(=CC(=C1)Cl)Cl 8-(3,5-Dichlorophenyl)-4-(dimethylamino)quinoline-3-carboxylic acid ethyl ester